4-(6-(trifluoromethyl)quinolin-2-yl)benzenesulfonamide palladium [Pd].FC(C=1C=C2C=CC(=NC2=CC1)C1=CC=C(C=C1)S(=O)(=O)N)(F)F